OC1=C(C=C(C(=C1)C=O)O)C=O 2,5-dihydroxy-1,4-benzenedicarbaldehyde